4-(1-methyl-1H-pyrazole-yl)-N-((3S,4S)-(2,3,5,6-tetrafluorophenyl)piperidin-3-yl)-2-fluorobenzamide CN1N=C(C=C1)C1=CC(=C(C(=O)N[C@@H]2CN(CCC2)C2=C(C(=CC(=C2F)F)F)F)C=C1)F